Dimethyl-N-[4-(9-phenyl-9H-carbazole-3-yl)phenyl]-9H-fluoren-2-amine CC1(C2=CC=CC=C2C=2C=CC(=CC12)NC1=CC=C(C=C1)C=1C=CC=2N(C3=CC=CC=C3C2C1)C1=CC=CC=C1)C